4-[5-(1-hydroxy-1-methyl-ethyl)-2-[4-[3-[[1-(2,2,2-trifluoroacetyl)-4-piperidyl]oxy]azetidin-1-yl]cyclohexoxy]phenyl]-6-methyl-1-(p-tolylsulfonyl)pyrrolo[2,3-c]pyridin-7-one OC(C)(C)C=1C=CC(=C(C1)C=1C2=C(C(N(C1)C)=O)N(C=C2)S(=O)(=O)C2=CC=C(C=C2)C)OC2CCC(CC2)N2CC(C2)OC2CCN(CC2)C(C(F)(F)F)=O